ClC1=C(C=CC2=C1C=C(O2)C(=O)O)N2CCN(CC2)CC2=C(C=CC=C2F)Cl 4-chloro-5-[4-(2-chloro-6-fluoro-benzyl)-piperazin-1-yl]-benzofuran-2-carboxylic acid